[C@@H]12[C@@H]3C[C@@H]3[C@@H]([C@@H]([C@@H]1C(=O)O)C(=O)O)C=C2 (1R,2R,4S,5S,6S,7R)-tricyclo[3.2.2.02,4]non-8-en-6,7-dicarboxylic acid